C(C)(C)(C)OC(=O)N1C(=C(C=2C1=CN=C(C2C)N2CCN(CC2)C(=O)OC(C)(C)C)C(C)C)B2OC(C(O2)(C)C)(C)C tert-butyl-5-(4-(tert-butoxycarbonyl)piperazin-1-yl)-3-isopropyl-4-methyl-2-(4,4,5,5-tetramethyl-1,3,2-dioxaborolan-2-yl)-1H-pyrrolo[2,3-c]pyridine-1-carboxylate